8-bromo-3,6-dimethyl-2-phenyl-chromen-4-one BrC=1C=C(C=C2C(C(=C(OC12)C1=CC=CC=C1)C)=O)C